O1[C@@H](CC1)C(=O)C1NCC1C(=O)N 2-rel-((S)-oxetane-2-carbonyl)azetidine-3-carboxamide